C(C)C1=NN2C(C=CC=C2)=C1NC(OC(C)(C)C)=O tert-butyl (2-ethylpyrazolo[1,5-a]pyridin-3-yl)carbamate